CC1=NC=C(C=N1)[C@H](CC(=O)O)N1CC(C1)OCCCC1=NC=2NCCCC2C=C1 (S)-3-(2-methylpyrimidin-5-yl)-3-(3-(3-(5,6,7,8-tetrahydro-1,8-naphthyridin-2-yl)propoxy)azetidin-1-yl)propionic acid